CC1=NN(C(=C1SC1=C(C=CC=C1)C)N)C1=CC=CC=C1 3-methyl-1-phenyl-4-(o-methylphenylsulfanyl)-1H-pyrazol-5-amine